NCCN1C2=CC=C(C=C2C=2CCCCC12)NC1=CC(=C(C=C1)Cl)Cl 9-(2-Aminoethyl)-N-(3,4-dichlorophenyl)-2,3,4,9-tetrahydro-1H-carbazol-6-amine